NC1=NC=C(C2=C1C(=NN2C)C2=CC(=C(C=C2)NS(=O)(=O)C(F)F)O[C@@H](C)C2=CC=C(C=C2)F)C#CC2CCN(CC2)C(=O)OC(C)(C)C tert-butyl 4-(2-{4-amino-3-[4-(difluoromethanesulfonamido)-3-[(1S)-1-(4-fluorophenyl)ethoxy]phenyl]-1-methyl-1H-pyrazolo[4,3-c]pyridin-7-yl}ethynyl)piperidine-1-carboxylate